ketosucrose C([C@@H]1[C@H]([C@@H](C(O1)(CO)O[C@@H]2[C@@H]([C@H]([C@@H]([C@H](O2)C(=O)O)O)O)O)O)O)O